1-(1-isopropyl-pyrazol-3-yl)-2-methyl-propan-1-one C(C)(C)N1N=C(C=C1)C(C(C)C)=O